3-fluoro-4-methoxy-N-[(4-methylpyridin-3-yl)methyl]benzamide FC=1C=C(C(=O)NCC=2C=NC=CC2C)C=CC1OC